FC1=CC=C(C=C1)[C@@H]1N(CCC2=CC=CC=C12)C(=O)O (S)-1-(4-fluorophenyl)-3,4-dihydroisoquinoline-2(1H)-carboxylic acid